BrC1=CC=CC=2C=3N(C(=NC12)N[C@H](C(=O)NCC)CC)N=C(N3)C3=C(C=C(C=C3)Cl)OC(F)F (2S)-2-({7-bromo-2-[4-chloro-2-(difluoromethoxy)phenyl][1,2,4]triazolo[1,5-c]quinazolin-5-yl}amino)-N-ethylbutanamide